2-amino-5-(trifluoroacetamido)pentanoic acid NC(C(=O)O)CCCNC(C(F)(F)F)=O